6-fluoro-5-(4-((9-fluoro-4-oxo-1,3,4,5-tetrahydrofurano[3,4-c]quinolin-7-yl)methyl)piperazin-1-yl)-N-methylpyridineamide FC1=C(C=CC(=N1)C(=O)NC)N1CCN(CC1)CC=1C=C(C=2C3=C(C(NC2C1)=O)COC3)F